N1C=C(C2=CC=CC=C12)CC1(CC1)NCC12CC(C1)C2 1-((1H-indole-3-Yl)methyl)-N-(bicyclo[1.1.1]Pent-1-ylmethyl)cyclopropaneamine